FC1(CCN(CC1)C(=O)C=1C=C2C=CC=C(C2=CC1)C=1C=C(C(=NC1)C(=O)Cl)F)F 5-[6-(4,4-difluoropiperidine-1-carbonyl)-1-naphthyl]-3-fluoro-pyridine-2-carbonyl chloride